O1C(CCCC1)N1N=C(C2=C(C=CC=C12)CC1=CC=C(C=C1)C(F)(F)F)C(=O)O 1-tetrahydropyran-2-yl-4-[[4-(trifluoromethyl)phenyl]methyl]indazole-3-carboxylic acid